FC=1C=C(C=CC1C(F)(F)F)C1C(=C(NC=2N1N=C(C2)C(=O)NCCC(N2CCCC2)=O)C)C(=O)NC=2C=C1C=CN=CC1=CC2 7-(3-fluoro-4-(trifluoromethyl)phenyl)-N6-(isoquinolin-6-yl)-5-methyl-N2-(3-oxo-3-(pyrrolidin-1-yl)propyl)-4,7-dihydropyrazolo[1,5-a]pyrimidine-2,6-dicarboxamide